1-(2-chloro-7-(cyclopropyl(methoxy)methyl)pyrazolo[1,5-a]pyrimidin-6-yl)-3-(8-fluoro-2-methyl-[1,2,4]triazolo[1,5-a]pyridin-6-yl)urea ClC1=NN2C(N=CC(=C2C(OC)C2CC2)NC(=O)NC=2C=C(C=3N(C2)N=C(N3)C)F)=C1